o-chloronitrosyl-benzene ClC1=C(C=CC=C1)N=O